(2S,4r)-1-[(2S)-2-(4-cyclopropyl-triazol-1-yl)-3,3-dimethyl-butyryl]-N-(1,3-dimethylpyrrolidin-3-yl)-4-hydroxy-pyrrolidine-2-carboxamide C1(CC1)C=1N=NN(C1)[C@H](C(=O)N1[C@@H](C[C@H](C1)O)C(=O)NC1(CN(CC1)C)C)C(C)(C)C